ClC1=CC=2N=C(N=CC2C(=N1)N1C2(CC2)CCC1)SC 4-[7-chloro-2-(methylsulfanyl)pyrido[4,3-d]pyrimidin-5-yl]-4-azaspiro[2.4]heptane